C(C)N(CCCC)CC N,N-diethyl-butane-1-amine